DIHYDRO-1H-INDENE C1CCC2=CC=CC=C12